(9H-fluoren-9-yl)methyl (2-(2-(3,5-bis(bromomethyl)-1H-pyrazol-1-yl)ethoxy)ethyl)carbamate BrCC1=NN(C(=C1)CBr)CCOCCNC(OCC1C2=CC=CC=C2C=2C=CC=CC12)=O